FC=1C=C(C=CC1)C#CC=1C=CC(=NC1)C1=NOC(=N1)C(CC)OC 3-(5-((3-fluorophenyl)ethynyl)pyridin-2-yl)-5-(1-methoxypropyl)-1,2,4-oxadiazole